C1(CCCCC1)C1=CC(=NC2=CC=C(C=C12)C)C 4-cyclohexyl-2,6-dimethylquinoline